N1(CCOCC1)C=1C=C(C=NC1)C1=CC=NC=C1 5-morpholin-4-yl-3,4'-bipyridine